6-Chloro-1-(Tetrahydro-2H-pyran-2-yl)-pyrazolo[3,4-d]Pyrimidine ClC1=NC=C2C(=N1)N(N=C2)C2OCCCC2